3-chloro-2-cyclopropyl-N-(3-methylbutyl)benzamide ClC=1C(=C(C(=O)NCCC(C)C)C=CC1)C1CC1